N,N-diethyl-2-fluoro-4-(1-(piperidin-4-yl)azetidin-3-ylamino)benzamide C(C)N(C(C1=C(C=C(C=C1)NC1CN(C1)C1CCNCC1)F)=O)CC